(R)-2-(2-chloro-5-fluoro-7H-pyrrolo[2,3-d]pyrimidin-7-yl)-7-methyl-6,7-dihydro-5H-Cyclopent[b]pyridin-7-ol ClC=1N=CC2=C(N1)N(C=C2F)C2=CC=C1C(=N2)[C@@](CC1)(O)C